C1(CC1)C=1N=CC=2C=C3C(=C(C2C1)S(=O)(=O)NCC1(COC1)O)CC(C3)NC=3C=1C(C=NC3)=NN(C1)C 3-cyclopropyl-N-[(3-hydroxyoxetan-3-yl)methyl]-7-[(2-methylpyrazolo[3,4-c]pyridin-4-yl)amino]-7,8-dihydro-6H-cyclopenta[g]isoquinoline-5-sulfonamide